cis-2-(4-(5-(8-(dimethylamino)-2-oxo-8-phenyl-1,3-diazaspiro[4.5]decan-3-yl)pyrimidin-2-yl)piperazin-1-yl)acetic acid methyl ester COC(CN1CCN(CC1)C1=NC=C(C=N1)N1C(NC2(C1)CCC(CC2)(C2=CC=CC=C2)N(C)C)=O)=O